N-(3-(2-((1H-tetrazol-5-yl)amino)-8,9-dihydroimidazo[1',2':1,6]pyrido[2,3-d]pyrimidin-6-yl)-4-methylphenyl)-4-(trifluoromethyl)picolinamide N1N=NN=C1NC=1N=CC2=C(N1)N1C(C(=C2)C=2C=C(C=CC2C)NC(C2=NC=CC(=C2)C(F)(F)F)=O)=NCC1